FC=1C=C(OC2=CC=C(C=C2)C2=NC3=CC(=C(C=C3C(=N2)N)OCCCN2CCOCC2)OC)C=CC1 (4-(3-fluorophenoxy)phenyl)-7-methoxy-6-(3-morpholinopropoxy)quinazolin-4-amine